O[C@]1([C@@H](CCC1)N1CC(=CC2=C1N=C(N=C2)NC2=NC=C(C=C2)S(=O)(=O)C)I)C 8-((1R,2R)-2-hydroxy-2-methylcyclopentyl)-6-iodo-2-((5-(methylsulfonyl)pyridin-2-yl)amino)pyrido[2,3-d]-Pyrimidine